N1=CC=C(C=C1)C1CC=2C=NC=CC2O1 (pyridin-4-yl)-2,3-dihydrofuro[3,2-c]pyridin